(2-bromo-1-methoxypropoxy)triethylsilane BrC(C(O[Si](CC)(CC)CC)OC)C